BrC1=C(C(=O)NC2=C(C=C(C=C2)OC)C)C=CC=C1 2-bromo-N-(4-methoxy-2-methylphenyl)benzamide